ClC1=NC=C(C(=N1)Cl)CN(C(=O)NC1=C(C=C(C=C1)OC)OC)C1=C(C=CC=C1C)C 1-((2,4-dichloropyrimidin-5-yl)methyl)-3-(2,4-dimethoxyphenyl)-1-(2,6-dimethylphenyl)urea